ClC=1C=C(C=CC1OC1=CC=NC2=CC(=C(N=C12)OC)OC)NC(=O)C1=CN(C(=C(C1=O)C1=CC=C(C=C1)F)C)C N-[3-chloro-4-[(6,7-dimethoxy-1,5-naphthyridin-4-yl)oxy]phenyl]-5-(4-fluorophenyl)-1,6-dimethyl-4-oxopyridine-3-carboxamide